ethyloxide C(C)OCC